FC(CN1N=C(C(=C1)C1=NC=NC2=CC(=C(C=C12)C(C)=O)OC1COCC1)C1=CC=CC=C1)F 1-(4-(1-(2,2-difluoroethyl)-3-phenyl-1H-pyrazol-4-yl)-7-((tetrahydrofuran-3-yl)oxy)quinazolin-6-yl)ethan-1-one